C(C)(C)(C)OC(=O)N[C@@H]([C@@H](C(=O)NC(C(=O)O)CC1CC(C1)(F)F)O)CC1=CC=CC=C1 [[(2S,3R)-3-(tert-butoxycarbonylamino)-2-hydroxy-4-phenyl-butanoyl]amino]-3-(3,3-difluorocyclobutyl)propanoic acid